2-chloro-N4-(3-(cyclopentylamino)benzyl)quinolin-3,4-diamine ClC1=NC2=CC=CC=C2C(=C1N)NCC1=CC(=CC=C1)NC1CCCC1